1-hexyl-3-ethyl-piperidinium acetate C(C)(=O)[O-].C(CCCCC)[NH+]1CC(CCC1)CC